7-(2-methoxypropan-2-yl)-3-vinylisoquinoline COC(C)(C)C1=CC=C2C=C(N=CC2=C1)C=C